C=1(C(=CC=CC1)N=C=S)N=C=S PHENYLENE ISOTHIOCYANATE